C(=O)(O)C(CC=1C=C(CN(CC2=CC=CC=3C=C(OC32)CC(C(=O)O)C3CNCC3)CC3=CC=CC=2C=C(OC23)CC(C(=O)O)C2CNCC2)C=CC1)C1CNCC1 3,3'-((((3-(2-carboxy-2-(pyrrolidin-3-yl)ethyl)benzyl)azanediyl)bis(methylene))bis(benzofuran-7,2-diyl))bis(2-(pyrrolidin-3-yl)propanoic acid)